O1CCOC12CCN(CC2)C2=C1CCN(C1=CC=C2)[C@@H]2C(NC(CC2)=O)=O (3S)-3-[4-(1,4-dioxa-8-azaspiro[4.5]dec-8-yl)indolin-1-yl]piperidine-2,6-dione